(2R)-4-chloro-2-[4-[(3R)-3-methylimidazol-4-yl]phenyl]-5-[[(3R)-tetrahydropyran-3-yl]methylamino]pyridazin-3-one ClC=1C(N(N=CC1NC[C@@H]1COCCC1)C1=CC=C(C=C1)C=1N(C=NC1)C)=O